1-((4-(benzo[d]oxazol-2-yl)piperidin-1-yl)sulfonyl)-3-methyl-1H-imidazol-3-ium O1C(=NC2=C1C=CC=C2)C2CCN(CC2)S(=O)(=O)N2C=[N+](C=C2)C